(±)-(4aR,13bS)-4-methyl-1,2,3,4,4a,5,6,13b-octahydro-8H-[1,6]naphthyridino[5,6-b]quinazolin-8-one CN1CCC[C@H]2[C@H]1CCN1C2=NC2=CC=CC=C2C1=O |r|